3-((3-(difluoromethoxy)piperidin-1-yl)carbonyl)-1,5,7-trimethyl-1,5-dihydro-4H-pyrrolo[3,2-c]pyridin-4-one FC(OC1CN(CCC1)C(=O)C1=CN(C2=C1C(N(C=C2C)C)=O)C)F